C1(CC1)S(=O)(=O)C1=C(C=CC2=C1C(=C(O2)C)C(=O)N)OCC2=CC=C(C=C2)C (cyclopropylsulfonyl)-2-methyl-5-((4-methylbenzyl)oxy)benzofuran-3-carboxamide